6-bis(trihydroxysilylpropyl)amino-1,3,5-triazine O[Si](O)(O)CCCN(C1=NC=NC=N1)CCC[Si](O)(O)O